N-((3R,4S)-4-((6-(2,6-dichloro-3,5-dimethoxyphenyl)-8-(2,6-dimethylmorpholino)pyrido[3,4-d]pyrimidin-2-yl)amino)tetrahydrofuran-3-yl)acrylamide ClC1=C(C(=C(C=C1OC)OC)Cl)C1=CC2=C(N=C(N=C2)N[C@H]2[C@H](COC2)NC(C=C)=O)C(=N1)N1CC(OC(C1)C)C